(R)-N-(3-(1-((2-amino-5-(1-methyl-1H-pyrazol-4-yl)pyridin-3-yl)oxy)ethyl)phenyl)-3-(trifluoromethyl)benzamide NC1=NC=C(C=C1O[C@H](C)C=1C=C(C=CC1)NC(C1=CC(=CC=C1)C(F)(F)F)=O)C=1C=NN(C1)C